(5-((S)-4-(4-fluoropyrazolo[1,5-a]pyridin-2-yl)-1,4,6,7-tetrahydro-5H-imidazo[4,5-c]pyridin-5-yl)pyrazin-2-yl)(phenyl)methanol FC=1C=2N(C=CC1)N=C(C2)[C@H]2N(CCC1=C2N=CN1)C=1N=CC(=NC1)C(O)C1=CC=CC=C1